C(C)C1=CC=C(CN(C)CC2=CC(=NC(=N2)N)NC2=CC(=CC=C2)OC)C=C1 6-(((4-Ethylbenzyl)(methyl)amino)methyl)-N4-(3-methoxyphenyl)pyrimidine-2,4-diamine